6-[4-(6-chloro-1-methylindol-3-yl)piperidine-1-carbonyl]-7-fluoro-4H-1,4-benzoxazin-3-one ClC1=CC=C2C(=CN(C2=C1)C)C1CCN(CC1)C(=O)C=1C(=CC2=C(NC(CO2)=O)C1)F